methyl 3-(oxetan-3-ylamino)-5-(trifluoromethyl)pyridine-2-carboxylate O1CC(C1)NC=1C(=NC=C(C1)C(F)(F)F)C(=O)OC